C(C1=CC=CC=C1)N(S(=O)(=O)C)C N-benzyl-N-methyl-methanesulfonamide